bis(1-hexylheptyl) 10-oxononadecanedioate O=C(CCCCCCCCC(=O)OC(CCCCCC)CCCCCC)CCCCCCCCC(=O)OC(CCCCCC)CCCCCC